(R,R) or (R,S)-5-(2-hydroxypropan-2-yl)-N'-((3-methyl-1,2,3,5,6,7-hexa-hydrodicyclopenta[b,e]pyridin-8-yl)carbamoyl)thiazole-2-sulfonimidamide OC(C)(C)C1=CN=C(S1)[S@@](=O)(N)=NC(NC1=C2C(=NC3=C1CCC3)[C@@H](CC2)C)=O |o1:24|